tert-butyl (tert-butoxycarbonyl)(3-(1-(5-chloro-4-fluoro-2-(methylthio)-8,9-dihydro-10H-7-oxa-1,3,6,10-tetraazacyclohepta[de]naphthalen-10-yl)ethyl)pyridin-2-yl)carbamate C(C)(C)(C)OC(=O)N(C(OC(C)(C)C)=O)C1=NC=CC=C1C(C)N1CCOC2=NC(=C(C=3N=C(N=C1C23)SC)F)Cl